(Z)-N-(3-cyclopropyl-2-fluorophenyl)-2-(hydroxyimino)acetamide C1(CC1)C=1C(=C(C=CC1)NC(\C=N/O)=O)F